4-[(E)-3-(4-carboxyphenyl)-3-oxoprop-1-enyl]benzoic acid C(=O)(O)C1=CC=C(C=C1)C(/C=C/C1=CC=C(C(=O)O)C=C1)=O